3-((2-(tert-butoxy)-2-oxoethoxy)carbonyl)but-3-enoic acid C(C)(C)(C)OC(COC(=O)C(CC(=O)O)=C)=O